[Li].[Ni].[Cu] copper nickel lithium